N-methyl-N-phenyl-5-oxa-2-azaspiro[3.4]octan-7-amine CN(C1COC2(CNC2)C1)C1=CC=CC=C1